bis(4-hydroxycyclohexyl)sulfone OC1CCC(CC1)S(=O)(=O)C1CCC(CC1)O